N[C@@H]1CN(CCC1(F)F)C1=NC2=C(N1CC1=NC=C(C=N1)Cl)C(=CC(=C2)F)C#N (R)-2-(3-amino-4,4-difluoropiperidin-1-yl)-1-((5-chloropyrimidin-2-yl)methyl)-5-fluoro-1H-benzo[d]imidazole-7-carbonitrile